ethyl 5-(3-{4-[3-(dimethylamino)prop-1-yn-1-yl]-2-fluorophenoxy}-2-(oxan-2-yloxy)propyl)-2-(methylamino)-1,3-thiazole-4-carboxylate CN(CC#CC1=CC(=C(OCC(CC2=C(N=C(S2)NC)C(=O)OCC)OC2OCCCC2)C=C1)F)C